6-(2-methylphenyl)-2,4-diamino-1,3,5-triazine CC1=C(C=CC=C1)C1=NC(=NC(=N1)N)N